3-(2-((5,6-difluoro-2,3-dihydro-1H-inden-2-yl)amino)pyrimidin-5-yl)propionic acid FC=1C=C2CC(CC2=CC1F)NC1=NC=C(C=N1)CCC(=O)O